OC1=C(C=C(CC2=C(C=C(OCC(=O)O)C=C2C(F)(F)F)C)C=C1)C(C)C 2-(4-(4-hydroxy-3-isopropylbenzyl)-3-methyl-5-(trifluoromethyl)phenoxy)acetic acid